3-[6-[4-[2-[4-[4-[[5-fluoro-4-[3-(2-oxo-1-pyridyl)phenyl]pyrimidin-2-yl]amino]piperidine-1-carbonyl]-1-piperidyl]ethyl]-1-piperidyl]-2-oxo-1,3-benzoxazol-3-yl]piperidine-2,6-dione FC=1C(=NC(=NC1)NC1CCN(CC1)C(=O)C1CCN(CC1)CCC1CCN(CC1)C1=CC2=C(N(C(O2)=O)C2C(NC(CC2)=O)=O)C=C1)C1=CC(=CC=C1)N1C(C=CC=C1)=O